FC(C=1C=C(CC2CC3(CN(C3)C(=O)C3CC(C3)(C)O)C2)C=CC1)F (6-(3-(difluoromethyl)benzyl)-2-azaspiro[3.3]hept-2-yl)((1s,3s)-3-hydroxy-3-methylcyclobutyl)methanone